C1(=CC=CC=C1)C(C#N)(C)C1=CC=CC=C1 2,2-diphenylpropanenitrile